3-(3,4,5-trimethoxyphenyl)-naphtho[2,3-d]isoxazole-4,9-dione COC=1C=C(C=C(C1OC)OC)C1=NOC2=C1C(C=1C=CC=CC1C2=O)=O